NC1=NC=CC(=C1)C=1C=C2C(=NC=NC2=CC1)N1CC(N(CC1)C1=CC=CC=C1)=O 4-(6-(2-aminopyridin-4-yl)quinazolin-4-yl)-1-phenylpiperazin-2-one